1-(2-benzoylhydrazine-1-carbonyl)-N-(pyridin-3-yl)pyrrolidine-2-carboxamide C(C1=CC=CC=C1)(=O)NNC(=O)N1C(CCC1)C(=O)NC=1C=NC=CC1